5-(3-chlorobenzyl)-2-(4-chlorobenzyl)-2,3a,4,5,6,7-hexahydro-3H-pyrazolo[4,3-c]pyridin-3-one ClC=1C=C(CN2CC3C(CC2)=NN(C3=O)CC3=CC=C(C=C3)Cl)C=CC1